1-cyclobutyl-4-((6-(thiazol-2-yl)pyridazin-3-yl)methyl)-1,4-dihydropyrazine-2,3-dione C1(CCC1)N1C(C(N(C=C1)CC=1N=NC(=CC1)C=1SC=CN1)=O)=O